3-nitro-2-(4-(trifluoromethyl)-1H-pyrazol-1-yl)benzonitrile [N+](=O)([O-])C=1C(=C(C#N)C=CC1)N1N=CC(=C1)C(F)(F)F